FC1(CNC1)F difluoroazetidin